BrC=1C=CC=C2/C(/C(NC12)=O)=C/1\C(N(/C(/S1)=N/C1=CC=C(C=C1)S(=O)(=O)N)CC)=O 4-(((Z)-5-((Z)-7-bromo-2-oxoindolin-3-ylidene)-3-ethyl-4-oxothiazolidin-2-ylidene)amino)benzenesulfonamide